N1CC(C1)CN1CCN(CC1)C=1C=NC=NC1 5-(4-(azetidin-3-ylmethyl)piperazin-1-yl)pyrimidin